2-(((1R,5S)-3,3-difluoro-5-((6-oxo-5-(trifluoromethyl)-1,6-dihydropyridazin-4-yl)amino)cyclohexyl)methyl)-7-fluoro-6-(5-(trifluoromethyl)pyrimidin-2-yl)isoquinolin-1(2H)-one FC1(C[C@@H](C[C@@H](C1)NC=1C=NNC(C1C(F)(F)F)=O)CN1C(C2=CC(=C(C=C2C=C1)C1=NC=C(C=N1)C(F)(F)F)F)=O)F